(R)-1-(5-chloro-2-methylphenyl)-3-(isoquinolin-4-yl)-2-oxoimidazoline-4-carbonitrile ClC=1C=CC(=C(C1)N1C(N([C@H](C1)C#N)C1=CN=CC2=CC=CC=C12)=O)C